C(C)(C)(C)C=1C=C(C=C(C1O)C(C)(C)C)O 3,5-di-tert-butyl-4-hydroxylphenol